5-(2-acetamidoimidazo[1,2-b]pyridazin-6-yl)-3-fluoro-2-methylbenzoic acid, lithium salt [Li+].C(C)(=O)NC=1N=C2N(N=C(C=C2)C=2C=C(C(=C(C(=O)[O-])C2)C)F)C1